N-(2,6-dichlorophenyl)-4-(1-methylcyclopropoxy)-2-(methylsulfanyl)pyrimidine-5-carboxamide ClC1=C(C(=CC=C1)Cl)NC(=O)C=1C(=NC(=NC1)SC)OC1(CC1)C